1,1'-biphenyl-4,4'-dicarboxylic acid potassium salt [K+].C1(=CC=C(C=C1)C(=O)[O-])C1=CC=C(C=C1)C(=O)[O-].[K+]